N-undecyl-pyridinium cyanide [C-]#N.C(CCCCCCCCCC)[N+]1=CC=CC=C1